ClC=1C2=CN(N=C2C=CC1B1OC(C(O1)(C)C)(C)C)CCC(=O)N(C)C 3-(4-chloro-5-(4,4,5,5-tetramethyl-1,3,2-dioxaborolan-2-yl)-2H-indazol-2-yl)-N,N-dimethylpropanamide